N-methyl-N'-tetrahydrofuranoylpropanediamine CNC(CC)NC(=O)C1OCCC1